6-(4-(((2-(2,6-dioxopiperidin-3-yl)-7-fluoro-1,3-dioxoisoindolin-5-yl)methyl)(methyl)amino)piperidin-1-yl)-2-(4-phenoxyphenyl)nicotinamide O=C1NC(CCC1N1C(C2=C(C=C(C=C2C1=O)CN(C1CCN(CC1)C1=NC(=C(C(=O)N)C=C1)C1=CC=C(C=C1)OC1=CC=CC=C1)C)F)=O)=O